2-(4-(3-(4,5-Dihydropyrrolo[1,2-a]quinoxalin-4-yl)pyridin-4-yl)piperazin-1-yl)-N,N-dimethylethan-1-amine C1=CC=C2N1C1=CC=CC=C1NC2C=2C=NC=CC2N2CCN(CC2)CCN(C)C